CC1NCCCOCC2CC2CN2C=CC=3C=CC1=NC23 12-methyl-7-oxa-1,11,20-triazatetracyclo[11.5.2.0^{3,5}.0^{16,19}]Eicosa-13(20),14,16(19),17-tetraene